(2-phenyl-3-(3,3,3-trifluoro-1-phenylpropyl)-1H-indol-4-yl)boronic acid C1(=CC=CC=C1)C=1NC2=CC=CC(=C2C1C(CC(F)(F)F)C1=CC=CC=C1)B(O)O